2,4-diamino-6-undecyl-S-triazine NC1=NC(=NC(=N1)N)CCCCCCCCCCC